C(C)(C)(C)OC=1C(C(=O)[O-])=CC=CC1 tert-Butylsalicylat